COC=1C=C2CCN(CC2=CC1NC=1N=NC(=C(N1)N1C=C(C2=CC=CC=C12)S(N)(=O)=O)C(=O)N)C ((6-methoxy-2-methyl-1,2,3,4-tetrahydroisoquinolin-7-yl)amino)-5-(3-sulfamoyl-1H-indol-1-yl)-1,2,4-triazine-6-carboxamide